2-[4-(2,3-epoxypropoxy)cyclohexyl]propane C(C1CO1)OC1CCC(CC1)C(C)C